Cl.Cl.COC([C@H]1N(C[C@H](C1)N)C)=O (4S)-4-amino-1-methyl-L-proline methyl ester dihydrochloride